C1(=CC=C(C=C1)C1=CC2(CN(C2)C(=O)OC(C)(C)C)C1)C tert-butyl 6-(p-tolyl)-2-azaspiro[3.3]hept-5-ene-2-carboxylate